diallyl-isoindoline-1-one C(C=C)C1(NC(C2=CC=CC=C12)=O)CC=C